NC1=NC=CC=C1C1=NC=2C(=NC(=CC2)C2=CC=CC=C2)N1C1=CC=C(CN2CCN(CC2)C(=O)C=2C=NC=C(C#N)C2)C=C1 5-(4-(4-(2-(2-aminopyridin-3-yl)-5-phenyl-3H-imidazo[4,5-b]pyridin-3-yl)benzyl)piperazine-1-carbonyl)nicotinonitrile